(R*)-N-((S)-(7-((R*)-Cyclopropyl(4,4,4-trifluorobutanamido)methyl)imidazo[1,2-b]pyridazin-2-yl)(4,4-difluorocyclohexyl)methyl)spiro[2.3]hexane-1-carboxamide C1(CC1)[C@H](C1=CC=2N(N=C1)C=C(N2)[C@@H](NC(=O)[C@@H]2CC21CCC1)C1CCC(CC1)(F)F)NC(CCC(F)(F)F)=O |o1:3,17|